FC1(CC(C1)(C)CN1N=C(C(=C1C(=O)NC1=CC(=C(C=C1)F)S(=O)(=N)C)C(F)(F)F)C12CC(C1)(C2)F)F 1-((3,3-Difluoro-1-methylcyclobutyl)methyl)-N-(4-fluoro-3-(S-methylsulfonimidoyl)phenyl)-3-(3-fluorobicyclo[1.1.1]pentan-1-yl)-4-(trifluoromethyl)-1H-pyrazole-5-carboxamide